F[C@@H]1[C@H]2CC[C@@H](C[C@@H]1OC=1N=CC(=NC1)C1=C(C=C(C=C1)C=1C=NNC1)O)N2 2-(5-(((1R,2R,3S,5S)-2-fluoro-8-azabicyclo[3.2.1]octan-3-yl)oxy)pyrazin-2-yl)-5-(1H-pyrazol-4-yl)phenol